C1(CC1)NC=1N=CC2=C(C(=NC=3C=C(C=CC23)C(=O)OC)OCCOCCCCNCC2=CC(=C(C(=C2)F)OC(F)(F)F)F)N1 Methyl 3-(cyclopropylamino)-5-(2-(4-((3,5-difluoro-4-(trifluoromethoxy)benzyl)amino)butoxy)ethoxy)pyrimido[4,5-c]quinoline-8-carboxylate